FC1=C(C=CC=C1)C1(CCN(CC1)C1=CN=NC(=C1)C1=C(C=CC=C1)O)C(=O)OC methyl 4-(2-fluorophenyl)-1-(6-(2-hydroxyphenyl)pyridazin-4-yl)piperidine-4-carboxylate